C(C)(=O)[C@H]1CC[C@H]2[C@H]3CCC4=CC(CC[C@@]4([C@H]3CC[C@]12C)C)=O (8R,9S,10R,13S,14S,17S)-17-acetyl-10,13-dimethyl-1,2,6,7,8,9,11,12,14,15,16,17-dodecahydrocyclopenta[a]phenanthren-3-one